C(C)(C)[Si](C(C)C)(C(C)C)C#CC1=C2C=NNC2=CC=C1 4-((triisopropylsilyl)ethynyl)-1H-indazole